C(C)(C)N1C(NC(=CC1=O)O[C@@H](C)C1=CC(=CC=C1)F)=O (S)-3-isopropyl-6-(1-(3-fluorophenyl)ethoxy)pyrimidine-2,4(1h,3h)-dione